C(C)C1=CC=C(C=C1)C1=NOC(=C1)NC1=NC(=NC=C1)N1CCOCC1 3-(4-ethylphenyl)-N-(2-morpholinopyrimidin-4-yl)isoxazol-5-amine